NCCOC1=NC2=C(C=3C=C(C(=CC13)F)F)[C@H](COC2)N(C(=O)NC2=CC(=C(C=C2)F)Cl)C (R)-1-(6-(2-aminoethoxy)-8,9-difluoro-1,4-dihydro-2H-pyrano[3,4-c]isoquinolin-1-yl)-3-(3-chloro-4-fluorophenyl)-1-methylurea